(S)-4-amino-6-(2,4-difluorophenyl)-2-(2-(2-methylpyridin-4-yl)morpholino)pyrimidine-5-carbaldehyde NC1=NC(=NC(=C1C=O)C1=C(C=C(C=C1)F)F)N1C[C@@H](OCC1)C1=CC(=NC=C1)C